2-(3-(bromomethyl)phenyl)acetic acid BrCC=1C=C(C=CC1)CC(=O)O